ClC1=C2C(N(C=NC2=CC=C1)CCOC)=O 5-chloro-3-(2-methoxyethyl)-4-oxo-quinazolin